NC1=CC=C(CN=C(N(C)C)N(C)C)C=C1 2-(4-aminobenzyl)-1,1,3,3-tetramethyl-guanidine